C[C@H]1O[C@@]2(C=C1)C(=CC[C@H]([C@@H]2C)C)C |r| (2RS,5RS,9RS,10SR)-2,6,9,10-tetramethyl-1-oxaspiro[4.5]deca-3,6-diene